2-(1-(3-chlorophenyl)-1H-pyrazol-4-yl)-N-(5-(2-fluorocyclopropyl)-1H-pyrazol-3-yl)propanamide ClC=1C=C(C=CC1)N1N=CC(=C1)C(C(=O)NC1=NNC(=C1)C1C(C1)F)C